C(CCC)C(CCCC)C=C 5-butyl-6-heptene